6-chloro-3-(((1R)-1-(2-cyano-7-methyl-3-((1S)-1-(trifluoromethyl)-3-azabicyclo[3.1.0]hexan-3-yl)quinoxalin-5-yl)ethyl)amino)picolinic acid ClC1=CC=C(C(=N1)C(=O)O)N[C@H](C)C1=C2N=C(C(=NC2=CC(=C1)C)C#N)N1C[C@@]2(CC2C1)C(F)(F)F